C12CNCC(CC1)CC2 3-azabicyclo[3.2.2]nonane